3-(1-oxo-5-((2-(3-(pyrimidin-2-yl)azetidin-1-yl)cyclohexyl)oxy)isoindolin-2-yl)piperidine-2,6-dione O=C1N(CC2=CC(=CC=C12)OC1C(CCCC1)N1CC(C1)C1=NC=CC=N1)C1C(NC(CC1)=O)=O